CS(=O)(=O)OCCC1=C(N=NN1C)C1=NC(=C(C=C1)Br)C 2-[4-(5-bromo-6-methylpyridin-2-yl)-1-methyl-1H-1,2,3-triazol-5-yl]ethyl methanesulfonate